C(C=CC=O)=O but-2-ene-1,4-dione